C(C)(=O)C=1C(OC2=C(C1N1CCOCC1)C=CC(=C2)NC2=NC=CC(=N2)C=2C=C1C=NN(C1=CC2)C)=O 3-acetyl-7-((4-(1-methyl-1H-indazol-5-yl)pyrimidin-2-yl)amino)-4-morpholino-2H-benzopyran-2-one